2-methyl-1H-pyrazol-3-one CN1NC=CC1=O